CCCCC/C=C\\C/C=C\\C[C@@H]([C@H](C/C=C\\CCCC(=O)O)O)O The molecule is a (5Z,11Z,14Z)-8,9-dihydroxyicosatrienoic acid in which the two stereocentres at positions 8 and 9 both have S-configuration. It derives from an arachidonic acid. It is a conjugate acid of a (5Z,8S,9S,11Z,14Z)-8,9-dihydroxyicosatrienoate. It is an enantiomer of a (5Z,8R,9R,11Z,14Z)-8,9-dihydroxyicosatrienoic acid.